FC1=CC=CC=2C(CCOC21)=O 8-fluoro-2,3-Dihydrobenzopyran-4-one